C1(=CC=C(C=C1)C1=NC2=C(N1)C=CC=C2)C2=NC1=C(N2)C=CC=C1 2,2'-(1,4-Phenylene)bis[1H-benzimidazole]